4-[5-(4-fluorophenyl)-6-(2-methoxy-1,1-dimethyl-ethyl)-1H-pyrrolo[2,3-f]indazol-7-yl]benzoic Acid FC1=CC=C(C=C1)N1C(=C(C2=C1C=C1C=NNC1=C2)C2=CC=C(C(=O)O)C=C2)C(COC)(C)C